O1C(OCC1)CCC1CCN(CC1)C1=CC=C(C=C1)C1CCN(CC1)C(=O)OCC1=CC=CC=C1 benzyl 4-(4-{4-[2-(1,3-dioxolan-2-yl)ethyl]piperidin-1-yl}phenyl)piperidine-1-carboxylate